CN1N=NC(=C1)C1=C(C=CC=C1)[N+](=O)[O-] 1-methyl-4-(2-nitrophenyl)-1H-1,2,3-triazole